C(#N)C1(CN(C1)C(=O)OC(C)(C)C)CC1=NN(C=C1)C tert-Butyl 3-cyano-3-[(1-methylpyrazol-3-yl)methyl]azetidine-1-carboxylate